spiro[2.7]decane C1CC12CCCCCCC2